2'-chloro-N-[5-(1,3-dimethyl-1H-pyrazole-5-carbonyl)-4H,5H,6H-pyrrolo[3,4-d][1,3]thiazol-2-yl]-5'-methoxy-6-methyl-[4,4'-bipyridine]-3-carboxamide ClC1=NC=C(C(=C1)C1=C(C=NC(=C1)C)C(=O)NC=1SC2=C(N1)CN(C2)C(=O)C2=CC(=NN2C)C)OC